N1CC(C1)OC1=CC(=C2CC(CC2=C1)CNCCC1CN(C(O1)=O)C1=NC2=C(OCC(N2)=O)N=C1)F 6-[5-[2-[[6-(azetidin-3-yloxy)-4-fluoro-2,3-dihydro-1H-inden-2-yl]methylamino]ethyl]-2-oxo-1,3-oxazolidin-3-yl]-4H-pyrazino[2,3-b][1,4]oxazin-3-one